Adamantan-1-ylmethyl (2-((S)-1-(2,3-difluorobenzyl)-5-oxopyrrolidin-2-yl)acetyl)-L-valinate FC1=C(CN2[C@@H](CCC2=O)CC(=O)N[C@@H](C(C)C)C(=O)OCC23CC4CC(CC(C2)C4)C3)C=CC=C1F